2-((((9H-fluoren-9-yl)methoxy)carbonyl)amino)-3-(1-(2-(tert-butoxy)-2-oxoethyl)-1H-pyrrolo[3,2-c]pyridin-3-yl)propanoic acid C1=CC=CC=2C3=CC=CC=C3C(C12)COC(=O)NC(C(=O)O)CC1=CN(C2=C1C=NC=C2)CC(=O)OC(C)(C)C